C(#N)[C@@H](C[C@H]1C(NCCC1)=O)NC(=O)[C@@H]1N([C@@H]2CC([C@H]1CC2)(F)F)C(=O)C2(C1=CC=CC=C1C=1C=CC=CC21)O (1S,3R,4S)-N-((R)-1-cyano-2-((S)-2-oxopiperidin-3-yl)ethyl)-5,5-difluoro-2-(9-hydroxy-9H-fluorene-9-carbonyl)-2-azabicyclo[2.2.2]octane-3-carboxamide